(S)-3-(1-(4-(4-(4-ethyl-3-methyl-5-oxo-4,5-dihydro-1H-1,2,4-triazol-1-yl)-5-fluoropyrimidin-2-yl)piperazine-1-carbonyl)-4,5-dihydro-1H-pyrazol-5-yl)-5-fluorobenzonitrile C(C)N1C(=NN(C1=O)C1=NC(=NC=C1F)N1CCN(CC1)C(=O)N1N=CC[C@H]1C=1C=C(C#N)C=C(C1)F)C